1-(difluoromethyl)cyclopropanamine FC(C1(CC1)N)F